3-(6-(difluoromethyl)pyridin-3-yl)-5-(3-ethoxy-1-(1-methylpiperidin-4-yl)-1H-pyrazol-4-yl)-1H-pyrrolo[2,3-b]pyridine FC(C1=CC=C(C=N1)C1=CNC2=NC=C(C=C21)C=2C(=NN(C2)C2CCN(CC2)C)OCC)F